methyl 4-(chlorosulfonyl)cyclohexane-1-carboxylate ClS(=O)(=O)C1CCC(CC1)C(=O)OC